(+/-)-tert-butyl (2-(2-(4-(((3S,4R)-3-fluoro-1-methylpiperidin-4-yl)amino)-1-(2,2,2-trifluoroethyl)-1H-indole-2-carbonyl)hydrazinyl)-2-oxoethyl)carbamate F[C@H]1CN(CC[C@H]1NC1=C2C=C(N(C2=CC=C1)CC(F)(F)F)C(=O)NNC(CNC(OC(C)(C)C)=O)=O)C |r|